C(#N)[C@H]1NCC(C1)(F)F (S)-2-cyano-4,4-difluoro-pyrrolidin